methyl (R)-2-(chloromethyl)-1-(2-methoxypropyl)-1H-benzo[d]imidazole-6-carboxylate ClCC1=NC2=C(N1C[C@@H](C)OC)C=C(C=C2)C(=O)OC